OC1=CC=C(C=C1)C(C)(C1=CC=CC=C1)C1=CC=C(C=C1)O 1,1-bis-(4-hydroxyphenyl)-1-phenylethane